FC(C1=CC=C(C=C1)CN1CC[C@H]2[C@@H]([C@H]2C1)NC(OC(C)(C)C)=O)(F)F tert-butyl N-[(1R,6R,7S)-4-[[4-(trifluoromethyl)phenyl]methyl]-4-azabicyclo[4.1.0]heptan-7-yl]carbamate